4-fluoro-3-(1-(3-(7-fluoro-1-oxo-1,2-dihydroisoquinolin-3-yl)propanoyl)-1,2,3,6-tetrahydropyridin-4-yl)benzonitrile FC1=C(C=C(C#N)C=C1)C=1CCN(CC1)C(CCC=1NC(C2=CC(=CC=C2C1)F)=O)=O